CC1(C(N(C(N1)=O)CC1=NC(=NO1)C1=CC(=C(C=C1)OC1=C(C=CC=C1)C(F)(F)F)C(F)(F)F)=O)C 5,5-dimethyl-3-((3-(3-(trifluoromethyl)-4-(2-(trifluoromethyl)phenoxy)phenyl)-1,2,4-oxadiazol-5-yl)methyl)imidazolidine-2,4-dione